FC1=CC=C(C=C1)C=1N=C(SC1)NC 4-(4-fluorophenyl)-N-methylthiazol-2-amine